3-(1-(difluoromethyl)-1H-pyrazol-4-yl)-N-((7-methyl-3H-imidazo[4,5-b]pyridin-2-yl)methyl)-6-morpholinoimidazo[1,2-b]pyridazin-8-amine FC(N1N=CC(=C1)C1=CN=C2N1N=C(C=C2NCC2=NC=1C(=NC=CC1C)N2)N2CCOCC2)F